ethyl (3S)-3-amino-3-[1-(2-methoxy-4,6-dimethylphenyl)-3-(trifluoromethyl)pyrazol-4-yl]propanoate N[C@@H](CC(=O)OCC)C=1C(=NN(C1)C1=C(C=C(C=C1C)C)OC)C(F)(F)F